BrC1=C(C=C(C(=C1)F)NC(C(F)(F)F)=O)S(=O)(=O)Cl 2-bromo-4-fluoro-5-[(trifluoroacetyl)amino]benzenesulfonyl chloride